2-(4-hydroxy-3-methoxyphenyl)-2-[(2-piperidine-4-ylethyl)amino]-N-(pyridine-4-ylethyl)acetamid OC1=C(C=C(C=C1)C(C(=O)NCCC1=CC=NC=C1)NCCC1CCNCC1)OC